tert-butyl 6-((2-((tert-butyldimethylsilyl)-oxy) ethyl) amino)-4-(4-cyanophenyl)-isoindoline-2-carboxylate [Si](C)(C)(C(C)(C)C)OCCNC1=CC(=C2CN(CC2=C1)C(=O)OC(C)(C)C)C1=CC=C(C=C1)C#N